CC1=NN2C(C(N(C3=C2C=CN=C3NC(=O)C3CC3)C)C)=C1 N-(2,4,5-trimethyl-4,5-dihydropyrazolo[1,5-a]pyrido[3,4-e]pyrazin-6-yl)cyclopropanecarboxamide